C(=O)O.ClC=1C(=CC(=C(C1)S(=O)(=O)NC1=NC=NC=C1)F)N[C@H]1[C@@H](C[C@@](CC1)(C1=CC(=CC=C1)C(F)(F)F)O)N(C)C 5-chloro-4-(((1R,2R,4S)-2-(dimethylamino)-4-hydroxy-4-(3-(trifluoromethyl)phenyl)cyclohexyl)-amino)-2-fluoro-N-(pyrimidin-4-yl)benzenesulfonamide Formate